C(C1=CC(O)=C(O)C=C1)(=O)OCNC(C)C (isopropylaminomethyl) protocatechuate